FC1=C(C(=CC(=C1)F)OCCOC)B1OC(CO1)(C)C 2-[2,4-difluoro-6-(2-methoxyethoxy)phenyl]-5,5-dimethyl-1,3,2-dioxaborolan